N-cyclopropyl-2H-triazole C1(CC1)N1NNC=C1